benzofuropyrimidine N1=CN=CC2=C1C1=C(O2)C=CC=C1